7-methyl-3-(4-chlorophenyl)isoquinoline CC1=CC=C2C=C(N=CC2=C1)C1=CC=C(C=C1)Cl